2-(4-isopropyl-2-methoxy-6-methyl-phenyl)-1H-quinolin-4-one C(C)(C)C1=CC(=C(C(=C1)C)C=1NC2=CC=CC=C2C(C1)=O)OC